4-bromo-2-(trifluoromethyl)benzenesulfonamide BrC1=CC(=C(C=C1)S(=O)(=O)N)C(F)(F)F